(2S,4R)-1-[(2S)-3,3-dimethyl-2-(phenoxycarbonylamino)butanoyl]-4-hydroxy-pyrrolidine-2-carboxylic acid CC([C@@H](C(=O)N1[C@@H](C[C@H](C1)O)C(=O)O)NC(=O)OC1=CC=CC=C1)(C)C